2-isopropylphenyl (2-(6-(2-fluoroethoxy)-2-naphthamido)ethyl)carbamate FCCOC=1C=C2C=CC(=CC2=CC1)C(=O)NCCNC(OC1=C(C=CC=C1)C(C)C)=O